FC=1C=CC(=C(C1)C1=C(C=CC=C1)C(C)OC)OC=1C(=NC=NC1)N1CC2(C1)CNC2 2-(5-((5-fluoro-2'-(1-methoxyethyl)-[1,1'-biphenyl]-2-yl)oxy)pyrimidin-4-yl)-2,6-diazaspiro[3.3]heptane